(R)-N-((R)-1-(5-fluoro-2-methyl-3-(trifluoromethyl)phenyl)ethyl)-2-methylpropane-2-sulfinamide FC=1C=C(C(=C(C1)[C@@H](C)N[S@](=O)C(C)(C)C)C)C(F)(F)F